6-chloro-4-(4-piperazin-1-ylphenyl)pyrazolo[1,5-a]pyrazine-3-carbonitrile ClC=1N=C(C=2N(C1)N=CC2C#N)C2=CC=C(C=C2)N2CCNCC2